Pyridin-3(1H)-one N1CC(CC=C1)=O